COC(C[C@@H]1CN(CCC1)C=1C(=NC(=CC1)C=1N=NN(C1COC1=NC=CC(=N1)CO)C)CC)=O (R)-2-(1-(2-Ethyl-6-(5-(((4-(hydroxymethyl)pyrimidin-2-yl)oxy)methyl)-1-methyl-1H-1,2,3-triazole-4-yl)pyridin-3-yl)piperidin-3-yl)acetic acid methyl ester